10-(3-(1,4'-bipiperidin-1'-yl)propyl)-2-(methylthio)-10H-phenothiazine N1(CCCCC1)C1CCN(CC1)CCCN1C2=CC=CC=C2SC=2C=CC(=CC12)SC